O1COC(=C1)N [1,3]Dioxole-4-amine